N-acetyl-S-((4-fluorobenzyl)thio)-L-cysteine C(C)(=O)N[C@@H](CSSCC1=CC=C(C=C1)F)C(=O)O